(R)-2-((4-fluoro-3-(methoxycarbonyl)-5-(5-methylthiazol-2-yl)phenoxy)methyl)morpholine-4-carboxylic acid tert-butyl Ester C(C)(C)(C)OC(=O)N1C[C@@H](OCC1)COC1=CC(=C(C(=C1)C=1SC(=CN1)C)F)C(=O)OC